6-methoxy-N-[2-(pyridin-3-yl)-1,3-benzoxazol-5-yl]pyridine-2-carboxamide COC1=CC=CC(=N1)C(=O)NC=1C=CC2=C(N=C(O2)C=2C=NC=CC2)C1